N2-isopropyl-N4-(2-methoxybenzyl)quinazoline-2,4-diamine C(C)(C)NC1=NC2=CC=CC=C2C(=N1)NCC1=C(C=CC=C1)OC